N-(5-(4-chloro-2-(4-(4-methylpiperazin-1-yl)phenyl)-1H-pyrrolo[2,3-b]pyridin-3-yl)-2-methylphenyl)-ethenesulfonamide ClC1=C2C(=NC=C1)NC(=C2C=2C=CC(=C(C2)NS(=O)(=O)C=C)C)C2=CC=C(C=C2)N2CCN(CC2)C